N-[1-(hydroxymethyl)cyclobutyl]-2-methyl-5-[(4-methyl-1,3-thiazol-5-yl)methoxy]furo[2,3-c]pyridine-3-carboxamide OCC1(CCC1)NC(=O)C1=C(OC2=CN=C(C=C21)OCC2=C(N=CS2)C)C